4,4'-biphenyldiamin C1(=CC=C(C=C1)N)C1=CC=C(C=C1)N